BrC1=CC=C(C=C1)C=1N=C2N(C=CC3=C2NC2=CC=CC=C32)C1 2-(4-Bromophenyl)-11H-imidazo[1',2':1,2]pyrido[3,4-b]indole